dicyclopentadiene vanadium [V].C1=CC=CC1.C1=CC=CC1